ClC1=C(C#N)C(=CC=C1)N1N=CC(=C1)C1=CN(C(C=C1OCC)=O)C 2-Chloro-6-[4-(4-ethoxy-1-methyl-6-oxo-1,6-dihydro-pyridin-3-yl)-pyrazol-1-yl]-benzonitrile